[C@H]1([C@H](O)[C@@H](O)[C@H](O)[C@H](O1)CO)OC[C@@H]1[C@H]([C@@H]([C@H]([C@@H](O1)OC[C@H]([C@H]([C@@H]([C@H](C=O)O)O)O)O)O)O)O α-D-Glucopyranosyl-(1→6)-β-D-glucopyranosyl-(1→6)-D-glucose